1-eicosanoyl-2-(9Z,12Z-octadecadienoyl)-sn-glycero-3-phosphocholine CCCCCCCCCCCCCCCCCCCC(=O)OC[C@H](COP(=O)([O-])OCC[N+](C)(C)C)OC(=O)CCCCCCC/C=C\C/C=C\CCCCC